(9H-fluoren-9-yl)methyl ((S)-1-(((S)-1-(((R)-3-(4-chlorobenzyl)piperidin-3-yl)(methyl)amino)-3-methoxy-1-oxopropan-2-yl)amino)-1-oxopropan-2-yl)carbamate ClC1=CC=C(C[C@]2(CNCCC2)N(C([C@H](COC)NC([C@H](C)NC(OCC2C3=CC=CC=C3C=3C=CC=CC23)=O)=O)=O)C)C=C1